CNC(C(CC[C@@H](C(=O)NC=1C(N(C=CC1)CC(NCCC1=CC=CC=C1)=O)=O)NC(C1=CN=CC=C1)=O)=O)=O (S)-N1-methyl-5-(nicotinamido)-2-oxo-N6-(2-oxo-1-(2-oxo-2-(phenethylamino)ethyl)-1,2-dihydropyridin-3-yl)hexanediamide